dithienyl ether S1C(=CC=C1)OC=1SC=CC1